C1(=CC=CC=C1)C(CCC1N(N2CCC1C2)CCC(=C)C2=CC=CC=C2)=C bis(3-phenylbut-3-enyl)diazabicyclo[2.2.1]heptane